(S)-5-(2-fluoro-6-methylphenyl)-3-(3-(hydroxymethyl)-2-methyl-1,2,3,4-tetrahydroisoquinolin-7-yl)-1H-pyrazolo[4,3-c]pyridazin-6(5H)-one FC1=C(C(=CC=C1)C)N1N=C2C(=CC1=O)NN=C2C2=CC=C1C[C@H](N(CC1=C2)C)CO